2-((2-((4-(1-(2-hydroxy-2-methylpropyl)-1H-pyrazol-4-yl)phenyl)amino)-5-(trifluoromethyl)pyrimidin-4-yl)amino)-N-methylbenzamide OC(CN1N=CC(=C1)C1=CC=C(C=C1)NC1=NC=C(C(=N1)NC1=C(C(=O)NC)C=CC=C1)C(F)(F)F)(C)C